2-amino-4-bromo-6-fluoro-3-methylbenzoate NC1=C(C(=O)[O-])C(=CC(=C1C)Br)F